Iminodisuccinic acid magnesium [Mg].N(C(C(=O)O)CC(=O)O)C(C(=O)O)CC(=O)O